FC(C(=O)O)(F)F.CN1CCN(CC1)C=1C=CC(=NC1)NC(=N)N (5-(4-methylpiperazin-1-yl)pyridine-2-yl)guanidine trifluoroacetate